FC(C1=CC=C(C=C1)CN)(F)F [4-(trifluoro-methyl)phenyl]-methanamine